IC1=C2CCCNC2=NC=C1[N+](=O)[O-] 5-iodo-6-nitro-1,2,3,4-tetrahydro-1,8-naphthyridine